8-(bromomethyl)-7-fluoroquinazoline BrCC=1C(=CC=C2C=NC=NC12)F